ClC1=CC=CC=2OC3=C(C=CC=C3NC12)Cl 1,6-dichlorophenoxazine